F[C@]1([C@H]([C@]([C@@H](O1)N1C(=O)N=C(N)C=C1)(O)C)O)CO 4'-fluoro-2'-methylcytidine